N-((1,5-dimethyl-1H-pyrazol-3-yl)methyl)-1-(4-(1,4-dimethyl-1H-pyrazol-5-yl)-5-fluoropyrimidin-2-yl)-N-ethylpiperidine-4-carboxamide CN1N=C(C=C1C)CN(C(=O)C1CCN(CC1)C1=NC=C(C(=N1)C1=C(C=NN1C)C)F)CC